C(C)OC(C(F)(F)F)(C(F)(F)F)[C@]1(CN(CC1)CC=1C=NC(=CC1)C)CCC1=CC=C(C#N)C=C1 |o1:12| (R or S)-4-(2-(3-(2-ethoxy-1,1,1,3,3,3-hexafluoropropan-2-yl)-1-((6-methylpyridin-3-yl)methyl)pyrrolidin-3-yl)ethyl)benzonitrile